FC1=CC=C(\C=C(\C=C\C(=O)OC)/CCCCC)C=C1 methyl (2E,4E)-4-(4-fluorobenzylidene)-2-nonenoate